[Cl-].[Si](OCC)(OCC)(OCC)OCC tetraethyl orthosilicate chloride